5-(benzyloxy)-4-oxo-4H-pyran-2-carboxylic acid C(C1=CC=CC=C1)OC=1C(C=C(OC1)C(=O)O)=O